(1R,3aR,6aS)-N-((R,Z)-4-fluoro-4-(methylsulfonyl)-1-((S)-2-oxopyrrolidin-3-yl)but-3-en-2-yl)-2-(9-hydroxy-9H-fluorene-9-carbonyl)octahydrocyclopenta[c]pyrrole-1-carboxamide F/C(=C/[C@@H](C[C@H]1C(NCC1)=O)NC(=O)[C@@H]1N(C[C@H]2[C@@H]1CCC2)C(=O)C2(C1=CC=CC=C1C=1C=CC=CC21)O)/S(=O)(=O)C